2-[4,6-bis(dimethylphenyl)-1,3,5-triazin-2-yl]-5-[3-[(2-ethylhexyl)oxy]-2-hydroxypropoxy]-phenol CC=1C(=C(C=CC1)C1=NC(=NC(=N1)C1=C(C(=CC=C1)C)C)C1=C(C=C(C=C1)OCC(COCC(CCCC)CC)O)O)C